N-(2-((R)-4-Cyanothiazolidin-3-yl)-2-oxoethyl)-6-((R)-3-methylpyrrolidin-1-yl)quinoline-4-carboxamide C(#N)[C@H]1N(CSC1)C(CNC(=O)C1=CC=NC2=CC=C(C=C12)N1C[C@@H](CC1)C)=O